tert-butyl 3-(4-(bis(tert-butoxycarbonyl)amino)-5-iodo-7H-pyrrolo[2,3-d]pyrimidin-7-yl)propanoate C(C)(C)(C)OC(=O)N(C=1C2=C(N=CN1)N(C=C2I)CCC(=O)OC(C)(C)C)C(=O)OC(C)(C)C